(S)- and (R)-2-((4-chlorophenethyl)amino)-1-(1H-indol-3-yl)propan-1-one ClC1=CC=C(CCN[C@H](C(=O)C2=CNC3=CC=CC=C23)C)C=C1 |r|